tert-butyl (5aR,6S,9R)-2-chloro-12-(ethylsulfonyl)-1,4,4-trifluoro-4,5,5a,6,7,8,9,10-octahydro-3,10a,11,13,14-pentaaza-6,9-methanonaphtho[1,8-ab]heptalene-14-carboxylate ClC=1C(=C2N=C(N=C3C2=C(C(C[C@@H]2[C@@H]4CC[C@H](CN32)N4C(=O)OC(C)(C)C)(F)F)N1)S(=O)(=O)CC)F